(9H-fluoren-9-yl)methyl (1S,4R)-1-(3,4-dichlorophenyl)-2-oxa-5-azabicyclo-[2.2.1]heptane-5-carboxylate ClC=1C=C(C=CC1Cl)[C@]12OC[C@H](N(C1)C(=O)OCC1C3=CC=CC=C3C=3C=CC=CC13)C2